C1CC(CCC1)CC 3-cyclohexylethane